2,6-dimethoxy-4-methylbenzenesulfonamide benzyl-4-methyl-4-(methylthio)piperidine-1-carboxylate C(C1=CC=CC=C1)OC(=O)N1CCC(CC1)(SC)C.COC1=C(C(=CC(=C1)C)OC)S(=O)(=O)N